CN[C@@H]([C@H](O)C)C(=O)O N-methylthreonine